COC(C(CCBr)Br)=O 2,4-dibromo-butyric acid methyl ester